C1=C(C=CC2=CC=CC=C12)N1C(C=CC1=O)=O N-β-naphthylmaleimide